(dimethylaminomethyl)phenol CN(C)CC1=CC=C(C=C1)O